nonyloxybenzoic acid CCCCCCCCCOC1=CC=CC=C1C(=O)O